1-[4-(1-ethylbutylamino)-5-ethynyl-2-pyridyl]pyrazolo[3,4-b]pyridine-5-carbonitrile C(C)C(CCC)NC1=CC(=NC=C1C#C)N1N=CC=2C1=NC=C(C2)C#N